5-chloro-7-[[6-[1-cyclopropyl-4-(trifluoromethyl)imidazol-2-yl]-5-fluoro-3-pyridyl]methoxy]-2-methyl-pyrazolo[4,3-d]pyrimidine ClC=1N=C(C=2C(N1)=CN(N2)C)OCC=2C=NC(=C(C2)F)C=2N(C=C(N2)C(F)(F)F)C2CC2